4-[6-difluoromethyl-5-methyl-3-pyridinyl]Spiro[1,3-benzoOxazine-2,1'-cyclobutane] FC(C1=C(C=C(C=N1)C1=NC2(CCC2)OC2=C1C=CC=C2)C)F